C1(=CC=C(C=C1)C(CC1=C(C=CC=C1)O)C)C(CC1=C(C=CC=C1)O)C 4'-[1,4-phenylenedi(1-methylethylene)]Bisphenol